C(CCCCCCC)C(CCCCCCCC)OC(CCCCCCCBr)=O 8-bromo-octanoic acid 1-octylnonyl ester